OC1=CC=C(C=CC2=CC(=CC(=C2)O)OC)C=C1 4',5-dihydroxy-3-methoxystilbene